Cl.CN(C/C=C/C(=O)O)C (2E)-4-(dimethylamino)but-2-enoic acid hydrochloride